C(CC)(=O)OC1C(OCC1(C)F)COP(=O)(OC1=CC=CC=C1)N[C@@H](C)C1OCC(O1)CC 2-((((((1S)-1-(4-ethyl-1,3-dioxolan-2-yl)ethyl)amino)(phenoxy)phosphoryl)oxy)methyl)-4-fluoro-4-methyltetrahydrofuran-3-yl propionate